BrC=1N=C(C(=NC1)N)OC=1C=NN(C1)C(C)C=1C=NC=CC1 5-bromo-3-(1-(1-(pyridin-3-yl)ethyl)-1H-pyrazol-4-yloxy)pyrazin-2-amine